CN(C)C[C-]1C=CC=C1.[CH-]1C=CC=C1.[Fe+2] N,N-dimethylferrocenylmethylamine